C(C)(C)(C)OC(=O)N1C[C@H](CC1)N1C2=NC(=NC=C2N(C1=O)C)Cl (3S)-3-(2-chloro-7-methyl-8-oxo-purin-9-yl)pyrrolidine-1-carboxylic acid tert-butyl ester